3-(4-fluorophenyl)-5-hydroxy-2-phenylpentanenitrile FC1=CC=C(C=C1)C(C(C#N)C1=CC=CC=C1)CCO